O=C1N(CCC(N1)=O)C1=NN(C2=C(C(=CC=C12)C=1CCN(CC1)C(=O)OC(C)(C)C)F)C Tert-butyl 4-[3-(2,4-dioxo-1,3-diazinan-1-yl)-7-fluoro-1-methylindazol-6-yl]-3,6-dihydro-2H-pyridine-1-carboxylate